N-pentylnonane-1,9-diamine C(CCCC)NCCCCCCCCCN